D-(-)-Tagatose C([C@H]([C@@H]([C@@H](C(=O)CO)O)O)O)O